C(C)(C)(C)N(C(=O)NC(C(=O)O)CCN(CCCCC1=NC=2NCCCC2C=C1)CC(C)OC)C 2-[[tert-butyl(methyl)carbamoyl]amino]-4-[2-methoxypropyl-[4-(5,6,7,8-tetrahydro-1,8-naphthyridin-2-yl)butyl]amino]butanoic acid